2-methyl-3,3-bis(p-hydroxyphenyl)benzo[c]Pyrrolidone CN1C(C2=C(C1(C1=CC=C(C=C1)O)C1=CC=C(C=C1)O)C=CC=C2)=O